(4-(hydroxymethyl)pyrimidin-2-yl)-2,5-dihydro-1H-pyrrole-1-carboxylic acid tert-butyl ester C(C)(C)(C)OC(=O)N1C(C=CC1)C1=NC=CC(=N1)CO